(4aS,5aR,12aS)-4,7-Bis(dimethylamino)-3,12,12a-trihydroxy-10-methoxy-1,11-dioxo-4,4a,5,5a,6,12a-hexahydro-2-naphthacenecarboxamide CN(C1C(=C(C([C@]2(C(=C3C(C4=C(C=CC(=C4C[C@H]3C[C@@H]12)N(C)C)OC)=O)O)O)=O)C(=O)N)O)C